N(=O)[Rh] nitroso-rhodium